ethyl 1-{3-chloro-4-[(3,5-difluoropyridin-2-yl)methoxy]-5',6-dimethyl-2-oxo-[1,4'-bipyridin]-2'-yl}pyrazole-4-carboxylate ClC=1C(N(C(=CC1OCC1=NC=C(C=C1F)F)C)C1=CC(=NC=C1C)N1N=CC(=C1)C(=O)OCC)=O